C(CCCCCC)O.[Cs] cesium n-heptanol